cis-1-methyl-2,3,3a,4,5,6,7,7a-octahydropyrrolo[2,3-c]pyridine CN1CC[C@@H]2[C@H]1CNCC2